Perfluorononylsulfonic acid FC(C(C(C(C(C(C(C(C(F)(F)F)(F)F)(F)F)(F)F)(F)F)(F)F)(F)F)(F)F)(S(=O)(=O)O)F